ClC1=C(C=C(C=C1)C1=NC(=CC=2N=C(N(C(C21)=O)C)C)N2C[C@@H](OCC2)C=2C=NN(C2)C)F 5-(4-chloro-3-fluoro-phenyl)-2,3-dimethyl-7-((2S)-2-(1-methyl-1H-pyrazol-4-yl)-4-morpholinyl)pyrido-[4,3-d]pyrimidin-4(3H)-one